tetrahydrothiopyran-3-carboxylic acid S1CC(CCC1)C(=O)O